C(C)OC(=O)[C@@H]1N([C@H]1COC)C(C1=CC=CC=C1)(C1=CC=CC=C1)C1=CC=CC=C1 (2R,3R)-3-(methoxymethyl)-1-trityl-aziridine-2-carboxylic acid ethyl ester